6-(5-cyanopyridin-2-yl)-4-hydroxy-1-(2-morpholinoethyl)-2-oxo-N-(spiro[3.3]heptan-2-yl)-1,2-dihydro-1,8-naphthyridine-3-carboxamide C(#N)C=1C=CC(=NC1)C=1C=C2C(=C(C(N(C2=NC1)CCN1CCOCC1)=O)C(=O)NC1CC2(C1)CCC2)O